C1(CC(C(CC1)C(C)C)OCC1OC(OC1)C1=C(C(=CC=C1)OC)O)C 4-(1-menthoxy-methyl)-2-(2'-hydroxy-3'-methoxy-phenyl)-1,3-dioxolane